ClC1=NC(=NC(=C1C)N1CCC(CC1)OC=1C=NC(=CC1)OC)O 4-chloro-6-(4-((6-methoxypyridin-3-yl)oxy)piperidin-1-yl)-5-methylpyrimidin-2-ol